FC1=C(C(=C(N)C=C1)C)C(F)(F)F 4-fluoro-2-methyl-3-(trifluoromethyl)aniline